ClC1=CC=C2NC=3CC(CC(C3C(C2=C1)=O)=O)C=1N=C(SC1)OC1=CC(=CC=C1)OC(F)(F)F 7-chloro-3-(2-(3-(trifluoromethoxy)phenoxy)thiazol-4-yl)-3,4-dihydroacridine-1,9(2H,10H)-dione